NC1CCC(CC1)CN(C1=CC=CC=C1)CC1CCC(CC1)N bis(4-aminocyclohexylmethyl)aniline